benzyl 4,4-difluoro-6-sulfamoyl-6-azaspiro[2.5]octane-1-carboxylate FC1(C2(CC2C(=O)OCC2=CC=CC=C2)CCN(C1)S(N)(=O)=O)F